l-N-(4-(9-phenyl-9H-carbaZol-3-yl)phenyl)-9H-fluoren-2-amine C1(=CC=CC=C1)N1C2=CC=CC=C2C=2C=C(C=CC12)C1=CC=C(C=C1)NC1=CC=2CC3=CC=CC=C3C2C=C1